2-(2H-benzotriazol-2-yl)-6-(2-ethylhexyloxymethyl-yl)-4-methyl-phenol N=1N(N=C2C1C=CC=C2)C2=C(C(=CC(=C2)C)COCC(CCCC)CC)O